C(C1=CC=CC=C1)OC1=C(C=C(C(=O)O)C=C1)F 4-benzyloxy-3-fluorobenzoic acid